N-Ethyl-1,3-propandiamin C(C)NCCCN